[3-[[3-(2-amino-6-chloro-pyrimidin-4-yl)-1-(difluoromethyl)pyrazol-4-yl]methyl]-4-cyclopropyl-phenyl]methanol NC1=NC(=CC(=N1)C1=NN(C=C1CC=1C=C(C=CC1C1CC1)CO)C(F)F)Cl